(2S)-1-[(13Z)-docosan-13-en-1-yloxy]-3-(hexyloxy)-N,N-dimethylpropan-2-amine C(CCCCCCCCCCC\C=C/CCCCCCCC)OC[C@H](COCCCCCC)N(C)C